C(=O)C1CN(CCS1(=O)=O)C(=O)OCCCC butyl 2-formylthiomorpholine-4-carboxylate 1,1-dioxide